(S)-2-((3-amino-5-methyl-4-oxo-2,3,4,5-tetrahydrobenzo[b][1,4]oxazepin-7-yl)oxy)acetic acid ethyl ester hydrochloride Cl.C(C)OC(COC1=CC2=C(OC[C@@H](C(N2C)=O)N)C=C1)=O